C(C)[Si](OCOC)(OCOC)OCOC ethyltris(methoxymethoxy)silane